7-((1H-pyrazol-5-yl)methoxy)-2-(1-(tetrahydro-2H-pyran-2-yl)-1H-pyrazol-5-yl)thieno[3,2-b]pyridin-5-amine N1N=CC=C1COC1=C2C(=NC(=C1)N)C=C(S2)C2=CC=NN2C2OCCCC2